C(#C)C1=CC=C(C=C1)[C@H](CN1CCOCC1)NC(=O)C1NCC(C1)O N-((R)-1-(4-ethynylphenyl)-2-morpholinoethyl)-4-hydroxypyrrolidine-2-carboxamide